NC=1C=2N(C3=CC(=CC=C3N1)C(=O)N(C1CCC3=NC(=CC=C31)C(F)(F)F)CC(F)(F)F)C=CC2 4-amino-N-(2,2,2-trifluoroethyl)-N-(2-(trifluoromethyl)-6,7-dihydro-5H-cyclopenta[b]pyridin-5-yl)pyrrolo[1,2-a]quinoxaline-8-carboxamide